N-((2-(4-(7-chloro-1-methyl-2,3-dioxo-2,3-dihydropyrido[2,3-b]pyrazin-4(1H)-yl)piperidin-1-yl)pyrimidin-5-yl)methyl)-N-methylcyclopentanecarboxamide ClC1=CC2=C(N(C(C(N2C)=O)=O)C2CCN(CC2)C2=NC=C(C=N2)CN(C(=O)C2CCCC2)C)N=C1